4-(2-fluoro-6-methoxyphenyl)-2-(6-methyl-5-(4-methylpiperazin-1-yl)pyridin-2-yl)-2,3-dihydro-1H-pyrrolo[3,4-c]pyridin-1-one FC1=C(C(=CC=C1)OC)C1=NC=CC2=C1CN(C2=O)C2=NC(=C(C=C2)N2CCN(CC2)C)C